1-(3,3,3-trifluoropropyl)piperidin-4-amine FC(CCN1CCC(CC1)N)(F)F